ClC=1C=C2C=C(NC2=CC1OCOCC[Si](C)(C)C)C(=O)N 5-chloro-6-((2-(trimethylsilyl)ethoxy)methoxy)-1H-indole-2-carboxamide